C[C@@H]1N(CCOC1)C=1C=C(C=2N(N1)C(=NC2)C2=CC=NN2)C2=CC=NN2C (S)-3-methyl-4-(4-(1-methyl-1H-pyrazol-5-yl)-7-(1H-pyrazol-5-yl)imidazo[1,5-b]pyridazin-2-yl)morpholine